COC(C(C(=O)OC)(CC(C)C)CC(C)C)=O diisobutylmalonic acid dimethyl ester